N-[4-(2,4-difluorophenoxy)-3-(6-methyl-7-oxo-6,7-dihydro-1H-pyrrolo[2,3-c]pyridin-4-yl)phenyl]-3,3,3-trifluoropropanamide FC1=C(OC2=C(C=C(C=C2)NC(CC(F)(F)F)=O)C=2C3=C(C(N(C2)C)=O)NC=C3)C=CC(=C1)F